1-(2-hydroxyethyl) 2-(2-methacryloyloxyethyl) phthalate C(C=1C(C(=O)OCCOC(C(=C)C)=O)=CC=CC1)(=O)OCCO